FC(C1(CN(CCC1)C1=NC(=NC2=C(C(=CC=C12)C1=CC(=CC2=CC=C(C(=C12)CC)F)O)F)OC[C@]12CCCN2C[C@@H](C1)F)O)F 3-(Difluoromethyl)-1-(7-(8-ethyl-7-fluoro-3-hydroxynaphthalen-1-yl)-8-fluoro-2-(((2R,7aS)-2-fluorotetrahydro-1H-pyrrolizin-7a(5H)-yl)methoxy)quinazolin-4-yl)piperidin-3-ol